N-(methylsulfonyl)-2-(2-propynyloxy)benzenehexanamide CS(=O)(=O)NC(CCCCCC1=C(C=CC=C1)OCC#C)=O